OC1=C(N=CC2=CC(=CC=C12)OC1=CC=CC=C1)C(=O)NCC(=O)O (4-hydroxy-7-phenoxyisoquinoline-3-carbonyl)glycine